ClC1=CC=C(C(=N1)C(=O)NOC)O[C@H](C)C=1C=C(C=C2C(C(=C(OC12)C=1C=CC=2N(C1)C=C(N2)C)C)=O)C 6-Chloro-3-[(1R)-1-[3,6-dimethyl-2-(2-methylimidazo[1,2-a]pyridin-6-yl)-4-oxo-chromen-8-yl]ethoxy]-N-methoxy-pyridine-2-carboxamide